t-butyl-α-isopropylbenzene C(C)(C)(C)C1=C(C=CC=C1)C(C)C